pyrazole-3-amide N1N=C(C=C1)C(=O)N